CC1=C(C(=NC=C1)N)C Dimethyl-PyridineAmine